C(C)OC(=O)C1=C(SC(=C1C)C)NC(CC1C(NC(S1)=N)=O)=O 2-(2-(2-imino-4-oxo-thiazolidine-5-yl)-acetamido)-4,5-dimethyl-thiophene-3-carboxylic acid ethyl ester